5-(Methylamino)-6-(3-methylimidazo[4,5-c]pyridin-7-yl)-3-[[3-methyl-1-(2,2,2-trifluoroethyl)pyrazol-4-yl]amino]pyrazine-2-carboxamide CNC=1N=C(C(=NC1C=1C2=C(C=NC1)N(C=N2)C)C(=O)N)NC=2C(=NN(C2)CC(F)(F)F)C